BrC1=CN=C2CC(CN(C2=C1)C1=CC=C(C=C1)C(F)(F)F)CCS(=O)(=O)O.NC1=CC=C(OC2=CC3=CC(=CC=C3C=C2)OC2=CC=C(C=C2)N)C=C1 2,7-bis(4-aminophenoxy)naphthalene (7-bromo-1-(4-(trifluoromethyl)phenyl)-1,2,3,4-tetrahydro-1,5-naphthyridin-3-yl)methyl-methanesulfonate